(4-(7H-pyrrolo[2,3-d]pyrimidin-4-yl)-3,4-dihydro-2H-1,4-thiazin-6-yl)((4aR,7aR)-octahydro-6H-pyrrolo[3,4-b]pyridin-6-yl)methanone hydrochloride Cl.N1=CN=C(C2=C1NC=C2)N2CCSC(=C2)C(=O)N2C[C@@H]1NCCC[C@@H]1C2